1,3-benzodiazol-2-one N=1C(N=C2C1C=CC=C2)=O